ClC1=CC(=CC=2CN(CCOC21)CC2=NN=CN2)N2C=CC1=CC(=CC=C21)F 9-chloro-7-(5-fluoroindol-1-yl)-4-(4H-1,2,4-triazol-3-ylmethyl)-3,5-dihydro-2H-1,4-benzoxazepine